((5-methyl-6-(piperazin-1-yl)pyridin-3-yl)methyl)-2-pentylimidazo[2,1-f][1,2,4]triazin-4-amine CC=1C=C(C=NC1N1CCNCC1)CC=1N=C2C(=NC(=NN2C1)CCCCC)N